ClC1=CC=C2C(CO[C@]3(C[C@@H](NCC3)C)C2=C1)O (1R,2'S)-7-chloro-2'-methyl-spiro[isochromane-1,4'-piperidine]-4-ol